1-ethyl-N'-((2,4,5,6-tetrahydro-1H-cyclobuta[f]inden-3-yl)carbamoyl)-1H-pyrazole-3-sulfonimidamide C(C)N1N=C(C=C1)S(=O)(N)=NC(NC1=C2C(=CC=3CCCC13)CC2)=O